isopropyl-2-isopropyl-stearate C(C)(C)OC(C(CCCCCCCCCCCCCCCC)C(C)C)=O